(4-fluorophenyl)(4-((3-(hydroxymethyl)phenyl)amino)-2-((4-(4-methylpiperazin-1-yl)phenyl)amino)-7H-pyrrolo[2,3-d]pyrimidin-5-yl)methanone FC1=CC=C(C=C1)C(=O)C1=CNC=2N=C(N=C(C21)NC2=CC(=CC=C2)CO)NC2=CC=C(C=C2)N2CCN(CC2)C